(S or R)-7-(1-acryloylpiperidin-4-yl)-2-(3,5-bis(methoxy-d3)-4-methylphenyl)-4,5,6,7-tetrahydropyrazolo[1,5-a]pyrimidine-3-carboxamide C(C=C)(=O)N1CCC(CC1)[C@@H]1CCNC=2N1N=C(C2C(=O)N)C2=CC(=C(C(=C2)OC([2H])([2H])[2H])C)OC([2H])([2H])[2H] |o1:10|